N-(4-hydroxy-2-methylbutan-2-yl)-6-((5-methyl-3-(6-methylpyridin-3-yl)isoOxazol-4-yl)methoxy)pyridazine-3-carboxamide OCCC(C)(C)NC(=O)C=1N=NC(=CC1)OCC=1C(=NOC1C)C=1C=NC(=CC1)C